S1C(SCCC1)C1=CC=C(C=C1)OC(\C=C\C1=CC(=NC=C1)Cl)=O.O1C(CCC1)NC1=CC=CC=C1 (tetrahydrofuran-2-yl)aniline (E)-4-(1,3-dithian-2-yl)phenyl-3-(2-chloropyridin-4-yl)acrylate